FC(C1=C(C(=C)C)C=CC=C1)(F)F o-(trifluoromethyl)-α-methylstyrene